ethyl 1-[4-[1-[3-methyl-4-[[(1R)-1-phenylethoxy]carbonylamino]isoxazol-5-yl]-4-piperidyl] phenyl]cyclopropanecarboxylate CC1=NOC(=C1NC(=O)O[C@H](C)C1=CC=CC=C1)N1CCC(CC1)C1=CC=C(C=C1)C1(CC1)C(=O)OCC